5-(3-chloroimidazo[1,2-a]pyrimidin-6-yl)-N-((tetrahydrofuran-2-yl)methyl)pyrrolo[2,1-f][1,2,4]triazin-2-amine ClC1=CN=C2N1C=C(C=N2)C=2C=CN1N=C(N=CC12)NCC1OCCC1